tert-butyl [4-(difluoromethoxy)-5-(4-fluorophenyl)-1-methyl-1H-pyrazol-3-yl]carbamate FC(OC=1C(=NN(C1C1=CC=C(C=C1)F)C)NC(OC(C)(C)C)=O)F